O=C(CC(=O)OC1C(C(C1(C)C)OC(C(=C)C)=O)(C)C)C 3-(methacryloxy)-2,2,4,4-tetramethylcyclobutyl 3-oxobutyrate